CN1C2=C(OC[C@@H](C1=O)NC(=O)C1=NNC3=CC=CC=C13)C=CC=C2 (S)-N-(5-methyl-4-oxo-2,3,4,5-tetrahydrobenzo[b][1,4]oxazepin-3-yl)-1H-indazole-3-carboxamide